methyl 2-methyl-4,5,6,7-tetrahydropyrazolo[1,5-a]pyrazine-3-carboxylate CC1=NN2C(CNCC2)=C1C(=O)OC